2-({α-D-mannopyranosyl-(1-3)-[α-D-mannopyranosyl-(1→6)]-α-D-mannopyranosyl}oxy)ethan-1-amine [C@H]1([C@@H](O)[C@@H](O)[C@H](O)[C@H](O1)CO)O[C@@H]1[C@@H]([C@H](O[C@@H]([C@H]1O)CO[C@@H]1[C@@H](O)[C@@H](O)[C@H](O)[C@H](O1)CO)OCCN)O